(S)-4,4-difluoro-1-(2-(4-(quinolin-5-ylamino)piperidin-1-yl)acetyl)pyrrolidine-2-carbonitrile FC1(C[C@H](N(C1)C(CN1CCC(CC1)NC1=C2C=CC=NC2=CC=C1)=O)C#N)F